N(=[N+]=[N-])C1=CC=C(C=C1)N1CCC12COC2 1-(4-azidophenyl)-6-oxa-1-azaspiro[3.3]heptane